F[P-](F)(F)(F)(F)F.NC(CC)C1=NC=CN1C 1-aminopropyl-3-methylimidazole hexafluorophosphate salt